C1(C\C=C/C\C=C/C1)OC(C(CCC)C)=O 2-methylpentanoic acid-(3Z,6Z)-cycloocta-3,6-dien-1-yl ester